N-(3-chloro-5-(methylsulfonamido)phenyl)-5-methyl-4-(pyrimidin-2-yl)thiophene-2-carboxamide ClC=1C=C(C=C(C1)NS(=O)(=O)C)NC(=O)C=1SC(=C(C1)C1=NC=CC=N1)C